[N+](=O)([O-])C1=CC=C(C=C1)C(C)O 1-(4-nitrophenyl)ethan-1-ol